N-(4-(4-amino-7-methyl-5-(6-oxo-1,6-dihydropyridin-3-yl)-7H-pyrrolo[2,3-d]pyrimidin-6-yl)phenyl)acrylamide NC=1C2=C(N=CN1)N(C(=C2C2=CNC(C=C2)=O)C2=CC=C(C=C2)NC(C=C)=O)C